[Br-].C(CCCCCCCCCCC)C1=NC=CC(=C1)C=C dodecyl-4-vinylpyridine bromide